C(C)OC(C=CC=CC1=CC=CC=C1)=O 5-phenylpentane-2,4-dienoic acid ethyl ester